CC(=O)[C@H](O)[C@@H](O)[C@@H](O)[C@H](O)CO Methyl-Galactose